tert-butyl 7-cyano-7-(pyrimidin-2-yl)-3-azabicyclo[4.1.0]heptane-3-carboxylate Tert-butyl-tetrahydro-[1,3,2]dioxathiolo[4,5-c]pyridine-5(4H)-carboxylate C(C)(C)(C)OC(=O)N1CC2C(CC1)OSO2.C(#N)C2(C1CCN(CC21)C(=O)OC(C)(C)C)C2=NC=CC=N2